(2R)-N-[(3R,5S)-1-(8-cyanoquinoxalin-5-yl)-5-methylpiperidin-3-yl]-2-[ethyl-(methyl)amino]Propionamide C(#N)C=1C=CC(=C2N=CC=NC12)N1C[C@@H](C[C@@H](C1)C)NC([C@@H](C)N(C)CC)=O